(3,5,5-trimethyl-2-oxotetrahydrofuran-3-yl)methanesulfonyl chloride CC1(C(OC(C1)(C)C)=O)CS(=O)(=O)Cl